BrC=1C=C(C2=N[C@H]3[C@@H](N2C1)CCCC3)C(=O)N[C@H](C)C3=C(C(=CC=C3)C(F)(F)F)F (5aR,9aS)-2-bromo-N-[(1R)-1-[2-fluoro-3-(trifluoromethyl)phenyl]ethyl]-5a,6,7,8,9,9a-hexahydropyrido[1,2-a]benzimidazole-4-carboxamide